ClC1=NC=CC(=C1O)[N+](=O)[O-] 2-chloro-4-nitro-pyridin-3-ol